2-(3-methylphenyl)-1,3-benzoxazol-5-amine CC=1C=C(C=CC1)C=1OC2=C(N1)C=C(C=C2)N